P(=O)(O)([O-])[O-].[NH4+].[NH4+] ammonium hydrogen phosphate salt